(R)-6-bromo-N-(1-(3-(difluoromethyl)-2-fluorophenyl)ethyl)pyrido[2,3-d]pyrimidin-4-amine BrC1=CC2=C(N=CN=C2N[C@H](C)C2=C(C(=CC=C2)C(F)F)F)N=C1